FC(N1N=CC(=C1)C=1C=C2C(=NC=NN2C1)N1CC2CCC(C1)N2C(=O)[C@@H]2[C@H](C2)C(=O)OC)F rac-methyl (1S,2S)-2-(3-(6-(1-(difluoromethyl)-1H-pyrazol-4-yl)pyrrolo[2,1-f][1,2,4]triazin-4-yl)-3,8-diazabicyclo[3.2.1]octane-8-carbonyl)cyclopropane-1-carboxylate